C(C)(C)(C)OC1=NC(=CC(=C1)C1=CC(=NC=C1C)Cl)F 2-tert-butoxy-4-(2-chloro-5-methyl-4-pyridyl)-6-fluoro-pyridine